CS(=O)(=O)NC(CCC(N1N=C(CC1C=1C=C2N=CC=NC2=CC1)C1=CC=C(C=C1)OC(F)(F)F)=O)=O N-(methylsulfonyl)-4-oxo-4-(5-(quinoxalin-6-yl)-3-(4-(trifluoromethoxy)phenyl)-4,5-dihydro-1H-pyrazol-1-yl)butanamide